N(N)C(=O)C12CC(C1)(C2)C2CN(C2)C(=O)OC(C)(C)C tert-butyl 3-[3-(hydrazinecarbonyl)-1-bicyclo[1.1.1]pentanyl]azetidine-1-carboxylate